6-(4-chlorophenyl)-N-(4-hydroxy-3-(sulfamoylamino)phenyl)nicotinamide ClC1=CC=C(C=C1)C1=NC=C(C(=O)NC2=CC(=C(C=C2)O)NS(N)(=O)=O)C=C1